tert-Butyl (2-(3-bromopropoxy)ethyl)carbamate BrCCCOCCNC(OC(C)(C)C)=O